tert-butyl 3-(3,4-bis(bromomethyl)-2,5-dioxo-2,5-dihydro-1H-pyrrol-1-yl)propanoate BrCC=1C(N(C(C1CBr)=O)CCC(=O)OC(C)(C)C)=O